N1,N1-di(dodecyl)hexane-1,6-diamine C(CCCCCCCCCCC)N(CCCCCCN)CCCCCCCCCCCC